2,6-ditertbutyl-4-methylpyridine C(C)(C)(C)C1=NC(=CC(=C1)C)C(C)(C)C